2-(4-chlorophenyl)ethyl 3-{[(2E)-3-(benzenesulfonyl)prop-2-en-1-yl]carbamoyl}-2-oxo-1,2,5,6,7,8-hexahydro-1,6-naphthyridine-6-carboxylate C1(=CC=CC=C1)S(=O)(=O)/C=C/CNC(=O)C=1C(NC=2CCN(CC2C1)C(=O)OCCC1=CC=C(C=C1)Cl)=O